(3-acryloyloxypropyl)trimethylammonium bromide [Br-].C(C=C)(=O)OCCC[N+](C)(C)C